ClC=1NC(C2=C(N1)N(N=C2)C2OCCCC2)=O 6-chloro-1-(tetrahydro-2H-pyran-2-yl)-1H-pyrazolo[3,4-d]pyrimidin-4(5H)-one